(S)-N1-(1-(2-(2-Adamantylamino)-2-oxoethyl)-2-oxo-1,2-dihydropyridin-3-yl)-N6-methyl-2-(1-methyl-1H-1,2,3-triazol-4-carboxamido)-5-oxohexandiamid C12C(C3CC(CC(C1)C3)C2)NC(CN2C(C(=CC=C2)NC([C@H](CCC(C(=O)NC)=O)NC(=O)C=2N=NN(C2)C)=O)=O)=O